nitrogen 2-nitro-10H-dibenzo[b,f][1,4]oxazepin-11-one [N+](=O)([O-])C=1C=CC2=C(C(NC3=C(O2)C=CC=C3)=O)C1.[N]